FC1=CC(=C(C=C1)NC=1OC(=NN1)C)[N+](=O)[O-] N-(4-fluoro-2-nitro-phenyl)-5-methyl-1,3,4-oxadiazol-2-amine